ClC1=CC=C(C(=N1)C(=O)OC(C)(C)C)N[C@H](C)C=1C=C(C=C2C(C(=C(OC12)C1=C(C=CC=C1F)F)C)=O)C tert-Butyl 6-chloro-3-[[(1R)-1-[2-(2,6-difluorophenyl)-3,6-dimethyl-4-oxo-chromen-8-yl]ethyl]amino]pyridine-2-carboxylate